4-chloro-2,3-dihydroisoindol-1-one ClC1=C2CNC(C2=CC=C1)=O